O=C1NC(CC[C@@H]1N1C(C2=CC=C(C=C2C1=O)N1CCC(CC1)CN1CCC(CC1)CNC1=C2N=CN(C2=NC=N1)C1CC(C1)NC(C)=O)=O)=O N-((1s,3s)-3-(6-(((1-((1-(2-(2,6-dioxopiperidin-3-yl)-1,3-dioxoisoindoline-5-yl)piperidin-4-yl)methyl)piperidin-4-yl)methyl)amino)-9H-purin-9-yl)cyclobutyl)acetamide